C12(CC3CC(CC(C1)C3)C2)C(=O)[O-].[Co+2].C23(CC1CC(CC(C2)C1)C3)C(=O)[O-] cobalt adamantanecarboxylate salt